N-neopentylbutane-1,4-diamine C(C(C)(C)C)NCCCCN